(1s,3s)-3-(difluoromethyl)cyclobutyl (4-cyclobutyl-3-cyclopent-yl-1-methyl-1H-pyrazol-5-yl)-carbamate C1(CCC1)C=1C(=NN(C1NC(OC1CC(C1)C(F)F)=O)C)C1CCCC1